OC1=CC=CN=N1 6-hydroxy-1,2-diazin